1-(1-cyclopropyl-5,6-difluoro-1H-benzo[d]imidazol-2-yl)-6-vinyl-1H-imidazo[4,5-c]pyridine C1(CC1)N1C(=NC2=C1C=C(C(=C2)F)F)N2C=NC=1C=NC(=CC12)C=C